C(C)(C)OC=1C=C(C#N)C=C(C1)C(F)(F)F 3-isopropoxy-5-(trifluoromethyl)benzonitrile